(E)-cyclohexylmethyl-1,3-propanediamine C1(CCCCC1)CC(CCN)N